4-((2-((5-aminopentyl)amino)-2-oxoethyl)amino)-2-methyl-N-(5-methylthiazol-2-yl)benzamide NCCCCCNC(CNC1=CC(=C(C(=O)NC=2SC(=CN2)C)C=C1)C)=O